Cl.FCC(N)C1(CCNCC1)C 2-fluoro-1-(4-methylpiperidin-4-yl)ethan-1-amine hydrochloride